S(C)(=O)(=O)O.C1(=CC=CC=C1)N1NN(C(=C1)C)CCC 1-phenyl-3-n-propyl-4-methyl-1,2,3-triazole mesylate